C1=CC(=CC(=C1)C(F)(F)F)C(F)(F)F m-Ditrifluorotoluene